N-(3-nitro-4-pentyloxy)benzoyl-D-phenylglycine [N+](=O)([O-])C(CC)C(C)ON([C@H](C1=CC=CC=C1)C(=O)O)C(C1=CC=CC=C1)=O